2-(3-chlorophenyl)-2-methyl-propanal ClC=1C=C(C=CC1)C(C=O)(C)C